2-((2-(1H-pyrrol-3-yl)quinazolin-4-yl)amino)ethan-1-ol N1C=C(C=C1)C1=NC2=CC=CC=C2C(=N1)NCCO